N-({1-[4-(3,4-dimethylphenoxy)benzyl]-4-hydroxy-2-oxo-1,2,5,6-tetrahydro-3-pyridinyl}carbonyl)glycine CC=1C=C(OC2=CC=C(CN3C(C(=C(CC3)O)C(=O)NCC(=O)O)=O)C=C2)C=CC1C